3-[(5S)-5-(4-fluorophenyl)-3-oxo-6,7-dihydro-3H-pyrrolo[2,1-c][1,2,4]triazol-2(5H)-yl]bicyclo[1.1.1]pentane-1-carbonitrile FC1=CC=C(C=C1)[C@@H]1CCC2=NN(C(N21)=O)C21CC(C2)(C1)C#N